(E)-N'-(1-(naphthalen-2-yl)ethylidene)isonicotinohydrazide C1=C(C=CC2=CC=CC=C12)\C(\C)=N\NC(C1=CC=NC=C1)=O